C(C(=C)C)(=O)OC1=C(C=CC=C1)C(C)(C)C tert-butylphenyl methacrylate